C1(CC1)N(C(=O)[C@@H]1CN(CCC1)C(=O)OC(C)(C)C)CC1=CC=C(C=C1)C(C)C tert-butyl (S)-3-(cyclopropyl(4-isopropylbenzyl)carbamoyl)piperidine-1-carboxylate